BrC1=CC=C2C(CC3(CCN(CC3)CC=3OC(=NN3)C3=CC=C(C=C3)Cl)OC2=C1)=O 7-bromo-1'-((5-(4-chlorophenyl)-1,3,4-oxadiazol-2-yl)methyl)spiro[chromane-2,4'-piperidin]-4-one